6-((1H-pyrazol-5-yl)sulfonyl)-2-((1-cyclopropyl-1H-pyrazol-3-yl)methyl)phthalazin-1(2H)-one N1N=CC=C1S(=O)(=O)C=1C=C2C=NN(C(C2=CC1)=O)CC1=NN(C=C1)C1CC1